4-(trifluoromethyl)benzamide-6-d FC(C1=CC=C(C(=O)N)C(=C1)[2H])(F)F